ClC1=C(C=CC(=C1)OCCN1CCNCC1)C1=NC2=NC=NC(=C2N1CC1=NC(=CC=C1)Cl)OC1(CC1)C 8-(2-chloro-4-(2-(piperazin-1-yl)ethoxy)phenyl)-7-((6-chloropyridin-2-yl)methyl)-6-(1-methylcyclopropoxy)-7H-purine